N-Benzylsulfonyl-4-[4-[5-[2-(5-ethoxypyridin-3-yl)ethynyl]pyridine-3-carbonyl]piperazin-1-yl]benzamide C(C1=CC=CC=C1)S(=O)(=O)NC(C1=CC=C(C=C1)N1CCN(CC1)C(=O)C=1C=NC=C(C1)C#CC=1C=NC=C(C1)OCC)=O